5-(3-(trifluoromethyl)phenyl)-N-(3-(2-propoxy)-1,2,4-thiadiazol-5-yl)furan-3-carboxamide FC(C=1C=C(C=CC1)C1=CC(=CO1)C(=O)NC1=NC(=NS1)OC(C)C)(F)F